N-(3-bromo-5-fluoro-phenyl)-8-chloro-N-methyl-tetrazolo[1,5-a]quinazolin-5-amine BrC=1C=C(C=C(C1)F)N(C1=NC=2N(C3=CC(=CC=C13)Cl)N=NN2)C